1-[4-(1,1-Difluoroethyl)phenyl]sulfonyl-4-(difluoromethyl)-3-(3,3,4,4-tetrafluoropyrrolidin-1-yl)indazole FC(C)(F)C1=CC=C(C=C1)S(=O)(=O)N1N=C(C2=C(C=CC=C12)C(F)F)N1CC(C(C1)(F)F)(F)F